N-(1-(2-chloro-4-methylphenyl)-2-oxopyrrolidin-3-yl)-2-(5-cyano-1H-indol-3-yl)2-oxoacetamide ClC1=C(C=CC(=C1)C)N1C(C(CC1)NC(C(=O)C1=CNC2=CC=C(C=C12)C#N)=O)=O